(E)-N-[1-(2-nitrophenyl)-1H-pyrrol-2-yl-allylidenamino]-guanidine benzenesulfonate C1(=CC=CC=C1)S(=O)(=O)O.[N+](=O)([O-])C1=C(C=CC=C1)N1C(=CC=C1)C=CC=NN\C(=N\[H])\N